N-(benzofuran-3-ylmethyl)-N-methylnaphthalen-1-amine O1C=C(C2=C1C=CC=C2)CN(C2=CC=CC1=CC=CC=C21)C